4-(2-(diethylamino)ethoxy)phenethylcarbamic acid tert-butyl ester C(C)(C)(C)OC(NCCC1=CC=C(C=C1)OCCN(CC)CC)=O